N1(C=NC=C1)C=1C=C2N(N=CC=C2N2C([C@]([C@@H](C2)C)(C#N)C2CC2)=O)C1 (3R,4S)-1-(6-(1H-Imidazol-1-yl)pyrrolo[1,2-b]pyridazin-4-yl)-3-cyclopropyl-4-methyl-2-oxopyrrolidine-3-carbonitrile